COC1=C(C=C(C=C1)N1CCOCC1)C1=C(OC(=C1)C=1C=NNC1)C(=O)N (2-methoxy-5-morpholinylphenyl)-5-(1H-pyrazol-4-yl)furan-2-carboxamide